6-[(5R)-5-[2-[[(6S)-4-fluoro-1-methyl-6,7-dihydro-5H-cyclopenta[c]pyridin-6-yl]methylamino]ethyl]-2-oxo-1,3-oxazolidin-3-yl]-4H-pyrazino[2,3-b][1,4]oxazin-3-one FC=1C2=C(C(=NC1)C)C[C@@H](C2)CNCC[C@@H]2CN(C(O2)=O)C2=NC1=C(OCC(N1)=O)N=C2